sodium sec-butanolate C(C)(CC)[O-].[Na+]